((2-methyl-5-(5-phenyl-4H-1,2,4-triazol-3-yl)phenyl)sulfonyl)-1,4-dioxa-8-azaspiro[4.5]decane CC1=C(C=C(C=C1)C1=NN=C(N1)C1=CC=CC=C1)S(=O)(=O)C1OC2(OC1)CCNCC2